2,6-dichloro-1,4-dihydro-9,10-anthraquinone ClC=1CC=2C(C3=CC=C(C=C3C(C2CC1)=O)Cl)=O